2-(1,4-dimethyl-1H-pyrazol-5-yl)benzoic acid CN1N=CC(=C1C1=C(C(=O)O)C=CC=C1)C